N1N=NN=C1CC1=C(C(=NN1C=1SC=C(N1)CO)C1=CC=CC=C1)CC1=CC=C(C=C1)S(=O)(=O)N 4-((5-((1H-tetrazol-5-yl)methyl)-1-(4-(hydroxymethyl)thiazol-2-yl)-3-phenyl-1H-pyrazol-4-yl)methyl)benzenesulfonamide